O[C@@H](C(=O)NCCC(=O)N[C@H](C(=O)OC)CSC(CCCNC(C)=O)=O)C(CO)(C)C methyl (2R)-2-[3-[(2R)-2,4-dihydroxy-3,3-dimethylbutanamido]propanamido]-3-[(4-acetamidobutanoyl)sulfanyl]propanoate